(3S,4R)-3-((tert-butyldimethylsilyl)oxy)-N-(3,5-dichlorophenyl)tetrahydro-2H-pyran-4-amine [Si](C)(C)(C(C)(C)C)O[C@@H]1COCC[C@H]1NC1=CC(=CC(=C1)Cl)Cl